(S)-quinuclidin-3-yl (7-(6-methoxypyridin-3-yl)-3,3-dimethylchroman-4-yl)carbamate COC1=CC=C(C=N1)C1=CC=C2C(C(COC2=C1)(C)C)NC(O[C@@H]1CN2CCC1CC2)=O